2,5-dimethoxy-4-ethylsulfanyl-phenethylamine COC1=C(CCN)C=C(C(=C1)SCC)OC